NC=1N=C(C2=C(N1)C=CN(C2=O)CC=2C=NC(=CC2)OCCNC)OC(CCO)CCC 2-amino-4-((1-hydroxyhexan-3-yl)oxy)-6-((6-(2-(methylamino)ethoxy)pyridin-3-yl)methyl)pyrido[4,3-d]pyrimidin-5(6H)-one